3-Chloro-5-(3,3-dicyanopropylsulfanyl)pyridin ClC=1C=NC=C(C1)SCCC(C#N)C#N